tert-butyl N-[(1R)-1-[[2,4-dichloro-6-[2-(1H-indol-3-yl)ethylamino]pyrimidin-5-yl]oxymethyl]-2-methoxy-ethyl]carbamate ClC1=NC(=C(C(=N1)Cl)OC[C@@H](COC)NC(OC(C)(C)C)=O)NCCC1=CNC2=CC=CC=C12